2-[2-hydroxy-5-(acryl)phenyl]-2H-benzotriazole OC1=C(C=C(C=C1)C(=O)C=C)N1N=C2C(=N1)C=CC=C2